3-((4-(docosyloxy)phenyl)sulfonyl)-6-(methylsulfinyl)-4-(4-(4-propylpiperazin-1-yl)-[1,4'-bipiperidin]-1'-yl)quinoline C(CCCCCCCCCCCCCCCCCCCCC)OC1=CC=C(C=C1)S(=O)(=O)C=1C=NC2=CC=C(C=C2C1N1CCC(CC1)N1CCC(CC1)N1CCN(CC1)CCC)S(=O)C